2-hydroxy-cyclohexanecarboxylic acid 2-ethyl-hexyl ester C(C)C(COC(=O)C1C(CCCC1)O)CCCC